FC(C)C1C=2C=CC=NC2CCN1 5-(1-fluoroethyl)-5,6,7,8-tetrahydro-1,6-naphthyridine